Cl.BrC=1C=C2CCNCC2=CC1 6-bromo-1,2,3,4-tetrahydroisoquinoline hydrochloride